FC1CCN(CC1)C(=O)C=1C=C2C(=NC1)N(C=C2)C2=CC=C(C(=O)N)C=C2 4-(5-(4-fluoropiperidine-1-carbonyl)-1H-pyrrolo[2,3-b]pyridin-1-yl)benzamide